ClC(CC(CC(CC(CCCC(OC)OC(CCCC(CC(CC(CC(C)Cl)C)C)C)OC)C)C)C)C 10-chloro-4,6,8-trimethylundecylmethoxymethyl ether